ClC1=CC(=C2C(=C(NC2=C1Cl)CO)I)OCC#N 2-[[6,7-dichloro-2-(hydroxymethyl)-3-iodo-1H-indol-4-yl]oxy]acetonitrile